ClC=1C=C(N[C@@H](C)C2=CC=C(S2)C(=O)N[C@H](C(=O)NC2CC2)CC2CCCC2)C=CC1F 5-[(1S)-1-(3-chloro-4-fluoro-anilino)ethyl]-N-[(1S)-1-(cyclopentylmethyl)-2-(cyclopropylamino)-2-oxo-ethyl]thiophene-2-carboxamide